COC=1C(=CC2=C(N=C(S2)C2CC(C2)C(=O)OC)C1)NC(=O)C1=NC(=CC=C1)C(F)(F)F methyl 3-[5-methoxy-6-[[6-(trifluoromethyl)pyridine-2-carbonyl]amino]-1,3-benzothiazol-2-yl]cyclobutanecarboxylate